C[C@@]12C(C3CCC=4C=C(C=CC4C3CC1)O)CCC21OCCCO1 (13S)-13-methyl-6,7,8,9,11,12,13,14,15,16-decahydrospiro[cyclopenta[a]phenanthrene-17,2'-[1,3]dioxan]-3-ol